N-((S)-1-((1R,2S,5S)-6,6-dimethyl-2-((((S)-2-oxopyrrolidin-3-yl)methyl)glycyl)-3-azabicyclo[3.1.0]hexan-3-yl)-3,3-dimethyl-1-oxobutan-2-yl)-2,2,2-trifluoroacetamide CC1([C@H]2CN([C@@H]([C@@H]12)C(CNC[C@H]1C(NCC1)=O)=O)C([C@H](C(C)(C)C)NC(C(F)(F)F)=O)=O)C